C(C)(=O)O[C@@H]1C[C@@H]2C[C@@](CC[C@@]2([C@H]2CC[C@@]3([C@H](CC[C@H]3[C@H]12)[C@@H](CCC(=O)O)C)C)C)(C1=CC=CC=C1)O (4R)-4-[(3S,5R,7R,8R,9S,10S,13R,14S,17R)-7-acetoxy-3-hydroxy-10,13-dimethyl-3-phenyl-1,2,4,5,6,7,8,9,11,12,14,15,16,17-tetradecahydrocyclopenta[a]phenanthren-17-yl]pentanoic acid